COC=1C(=NC=CC1OC)CN1N=C(C(=C1)C(=O)C=1C(CCCC1O)=O)C(F)(F)F 2-(1-((3,4-Dimethoxypyridin-2-yl)methyl)-3-(trifluoromethyl)-1H-pyrazole-4-carbonyl)-3-hydroxycyclohex-2-en-1-one